FC1=CC(=C(C(=O)N)C=C1)C(F)(F)F 4-fluoro-2-(trifluoromethyl)benzamide